N'-tert-butylcarbodiimide C(C)(C)(C)N=C=N